4-bromo-3,5-dimethoxybenzoyl azide BrC1=C(C=C(C(=O)N=[N+]=[N-])C=C1OC)OC